7-chloro-N,N-dioctylheptane-1-sulfonamide ClCCCCCCCS(=O)(=O)N(CCCCCCCC)CCCCCCCC